C(CCCCCCCCCC)(=O)[O-] Undecylat